(S)-1-(3-(2,2-difluoroethoxy)phenyl)-3-(3-hydroxy-3-methylbutan-2-yl)-N-(4-methyl-1,1-dioxidotetrahydro-2H-thiopyran-4-yl)-2-oxo-2,3-dihydro-1H-benzo[d]imidazole-5-carboxamide FC(COC=1C=C(C=CC1)N1C(N(C2=C1C=CC(=C2)C(=O)NC2(CCS(CC2)(=O)=O)C)[C@@H](C)C(C)(C)O)=O)F